tert-Butyl 4-((3,4-dimethoxyphenyl)(pyridin-4-yl)methyl)piperidine-1-carboxylate COC=1C=C(C=CC1OC)C(C1CCN(CC1)C(=O)OC(C)(C)C)C1=CC=NC=C1